CC1(C(N(C2=NC=CC(=C21)C=2C(=C(C(=O)O)C=CC2)C(F)(F)F)C2=NC=CC=C2)=O)C (3,3-dimethyl-2-oxo-1-(pyridin-2-yl)-2,3-dihydro-1H-pyrrolo[2,3-b]pyridin-4-yl)-2-(trifluoromethyl)benzoic acid